FC1=C(C(=CC=C1)C)N1CCC(CC1)N1C(N(C=2C(C1)=NN(N2)C)CC2=NC=CC=C2C(F)(F)F)=O 6-[1-(2-Fluoro-6-methyl-phenyl)-piperidin-4-yl]-2-methyl-4-(3-trifluoromethyl-pyridin-2-ylmethyl)-2,4,6,7-tetrahydro-[1,2,3]triazolo[4,5-d]pyrimidin-5-on